tert-butyl (trans-4-(aminomethyl)cyclohexyl)carbamate NC[C@@H]1CC[C@H](CC1)NC(OC(C)(C)C)=O